COC=1C=C(C=C(C1)OC1=NC=C(C=C1)C(F)(F)F)NC(=O)C1N(C(CC1)=O)C N-(3-Methoxy-5-((5-(trifluoromethyl)pyridin-2-yl)oxy)phenyl)-1-methyl-5-oxopyrrolidine-2-carboxamide